C(C)OC1=C(C=C(C=C1)NC(C(=O)O)(C)C)C1=NN2C(C(N1)=O)=C(N=C2CCC)C 2-((4-ethoxy-3-(5-methyl-4-oxo-7-propyl-3,4-dihydroimidazo[5,1-f][1,2,4]triazin-2-yl)phenyl)amino)-2-methylpropanoic acid